dimethyl-1-methyl-3-methylimidazole phosphonoacetate P(=O)(O)(O)CC(=O)O.CC1=C(N(CN1C)C)C